BrC1=NC=C(C(=C1F)N1C(C=C(C=C1C)O)=O)C 2'-bromo-3'-fluoro-4-hydroxy-5',6-dimethyl-2H-[1,4'-bipyridin]-2-one